3-(2-((2-methylbenzoyl)oxy)-2,2-diphenylacetoxy)spiro[bicyclo[3.2.1]octane-8,1'-pyrrolidin]-8-ium chloride [Cl-].CC1=C(C(=O)OC(C(=O)OC2CC3CCC(C2)[N+]32CCCC2)(C2=CC=CC=C2)C2=CC=CC=C2)C=CC=C1